NC1=NC=NN2C1=C(C(=C2C(C)C=2C=NN(C2)C2=C(C=CC=C2)F)C#N)C=2C=NC(=NC2)C(F)(F)F 4-amino-7-{1-[1-(2-fluorophenyl)-1H-pyrazol-4-yl]ethyl}-5-[2-(trifluoromethyl)pyrimidin-5-yl]pyrrolo[2,1-F][1,2,4]triazine-6-carbonitrile